3-(6,6-dimethylbicyclo[3.1.1]hept-2-en-2-yl)propanal CC1(C2CC=C(C1C2)CCC=O)C